bis-ethylhexyl-methoxyphenyloxyphenol C(C)C1=C(C(=C(C(=C1O)OC1=CC=CC=C1)OC)CCCCCC)CC